C(CCCCCCCCCCC)(=O)OCCCCCCCCCCCCCCCCCCCC eicosyl laurate